1-(tert-butyl) 2-methyl (2S,3R)-3-allyl-4-hydroxy-3-(2-hydroxyethyl)pyrrolidine-1,2-dicarboxylate C(C=C)[C@]1([C@H](N(CC1O)C(=O)OC(C)(C)C)C(=O)OC)CCO